(2S,9S,Z)-9-((((9H-fluoren-9-yl)methoxy)carbonyl)amino)-1-methyl-10-oxo-1,2,3,4,7,8,9,10-octahydroazecine-2-carboxylic acid C1=CC=CC=2C3=CC=CC=C3C(C12)COC(=O)N[C@H]1CC\C=C/CC[C@H](N(C1=O)C)C(=O)O